3-(4,4-Difluoropiperidin-1-yl)-1-methyl-1H-indazol-5-amine FC1(CCN(CC1)C1=NN(C2=CC=C(C=C12)N)C)F